tert-butyl 3-[7-chloro-3-(2-chloro-6-methyl-phenyl)-2-oxo-4H-pyrimido[4,5-d]pyrimidin-1-yl]azetidine-1-carboxylate ClC1=NC=C2C(=N1)N(C(N(C2)C2=C(C=CC=C2C)Cl)=O)C2CN(C2)C(=O)OC(C)(C)C